3-fluoro-N-(pyrazolo[1,5-b][1,2,4]triazin-8-ylmethyl)-4-(trifluoromethoxy)benzamide FC=1C=C(C(=O)NCC=2C=NN3N=CC=NC32)C=CC1OC(F)(F)F